Benzyl butyl phthalate Carbon [C].C(C=1C(C(=O)OCCCC)=CC=CC1)(=O)OCC1=CC=CC=C1